tert-butyl peroxybenzoate (tert-amyl peroxybenzoate) C(C)(C)(CC)C1=C(C(=O)OO)C=CC=C1.C(C1=CC=CC=C1)(=O)OOC(C)(C)C